5-(2-(4-(morpholinomethyl)phenylamino)thieno[3,2-d]pyrimidin-7-yl)-1H-indole-1-carboxylic acid tert-butyl ester C(C)(C)(C)OC(=O)N1C=CC2=CC(=CC=C12)C1=CSC2=C1N=C(N=C2)NC2=CC=C(C=C2)CN2CCOCC2